ethyl 2-(2-((2-ethylhexyl)(ethoxycarbonyl)amino)phenyl)-2-phenylacetate C(C)C(CN(C1=C(C=CC=C1)C(C(=O)OCC)C1=CC=CC=C1)C(=O)OCC)CCCC